C12C(C3CC(CC(C1)C3)C2)NC(CCN2C(C(=CC=C2)NC([C@H](CCC(C(=O)NCC)=O)NC(=O)C=2OC(=CN2)OC)=O)=O)=O (S)-N1-(1-(3-(2-Adamantylamino)-3-oxopropyl)-2-oxo-1,2-dihydropyridin-3-yl)-N6-ethyl-2-(5-methoxyoxazol-2-carboxamido)-5-oxohexandiamid